C(C)OC(=O)C=1OC2=C(C=C(C=C2C(C1)=C=O)F)C=O 6-fluoro-8-formyl-4-carbonyl-4H-chromene-2-carboxylic acid ethyl ester